O1COC2=C1C=CC(=C2)N(C(=O)NC2CCCC2)CC2=NN=C1N2CCCCC1 (benzo[d][1,3]dioxol-5-yl)-3-cyclopentyl-1-((6,7,8,9-tetrahydro-5H-[1,2,4]triazolo[4,3-a]azepin-3-yl)methyl)urea